COC(=O)NCCOC(C(=C)C)=O 2-[(Methoxycarbonyl)amino]ethylmethacrylat